methyl (4-methoxy-3-nitrophenyl)-L-prolinate COC1=C(C=C(C=C1)N1[C@@H](CCC1)C(=O)OC)[N+](=O)[O-]